C(C)S(=O)(=O)CC1CN(C1)C=1C=CC(=C2C=C(N=CC12)NC1=NC(=NC=C1)N1C[C@]([C@@H](CC1)O)(C)F)C(C)C (3S,4R)-1-{4-[(8-{3-[(ethanesulfonyl)meth-yl]azetidin-1-yl}-5-(propan-2-yl)isoquinolin-3-yl)amino]pyrimidin-2-yl}-3-fluoro-3-methylpiperidin-4-ol